ClC(=CC[C@@H](C(=O)O)C1=CC(=C(C=C1)Cl)Cl)Cl (2R)-5,5-dichloro-2-(3,4-dichlorophenyl)pent-4-enoic acid